(3R,5S)-tert-butyl 3-amino-5-methylpiperidine-1-carboxylate N[C@H]1CN(C[C@H](C1)C)C(=O)OC(C)(C)C